FC=1C(=C2C(=CC(NC2=CC1)=O)C#N)C 6-fluoro-5-methyl-2-oxo-1,2-dihydroquinoline-4-carbonitrile